2-fluoro-3-hydroxyphenylboric acid FC1=C(C=CC=C1O)OB(O)O